[K].[Ca] calcium, potassium salt